Potassium 2-(ethoxycarbonyl)propanoate C(C)OC(=O)C(C(=O)[O-])C.[K+]